6-chloro-3-(((1R)-1-(2-cyano-7-methyl-3-(3-(pyridin-2-yl)pyrrolidin-1-yl)quinoxalin-5-yl)ethyl)amino)picolinic acid ClC1=CC=C(C(=N1)C(=O)O)N[C@H](C)C1=C2N=C(C(=NC2=CC(=C1)C)C#N)N1CC(CC1)C1=NC=CC=C1